Cl.FC1=C(C=C(C=C1)OC)C=1C(=NC(=NC1)NCC1CN(CCC1)C)C 5-(2-fluoro-5-methoxyphenyl)-4-methyl-N-((1-methylpiperidin-3-yl)methyl)pyrimidin-2-amine, hydrochloride salt